{6'-amino-5'-[1-(2-chloro-3,6-difluoro-phenyl)-ethoxy]-[2,3']bipyridinyl-6-yl}-(4-methyl-piperazin-1-yl)-methanone NC1=C(C=C(C=N1)C1=NC(=CC=C1)C(=O)N1CCN(CC1)C)OC(C)C1=C(C(=CC=C1F)F)Cl